BrC1=CN=C2C=CC(=NC2=C1)CC(=O)C1=NC(=CC=C1)C 2-(7-bromo-1,5-naphthyridin-2-yl)-1-(6-methylpyridin-2-yl)ethan-1-one